ClC=1C=C(C(=O)NC2=C(N=CS2)C(=O)NCC2=C(C=CC=C2)F)C=C(C1O)Cl 5-(3,5-dichloro-4-hydroxybenzamido)-N-(2-fluorobenzyl)thiazole-4-carboxamide